C(C)(C)(C)OC(NCCOCCOCCOCCC(NCCOC1=CC=C(C=C1)CCC1=NC2=C(N1CCN1CCOCC1)C=CC(=C2)C=2C(=NOC2C)C)=O)=O Tert-butyl(15-(4-(2-(5-(3,5-dimethylisoxazol-4-yl)-1-(2-morpholinoethyl)-1H-benzo[d]imidazol-2-yl)ethyl)phenoxy)-12-oxo-3,6,9-trioxa-13-azapentadecyl)carbamate